ClC1=CC(=C(C=C1)NS(=O)(=O)C(C)(C)C)C#N N-(4-chloro-2-cyanophenyl)-2-methylpropane-2-sulfonamide